C[Si](C#CC#C[Si](C)(C)C)(C)C 1,4-bis(trimethylsilyl)but-1,3-diyne